C(C)OC(CC=1C(N(C(C1CC1=CC=CC=C1)=O)C1=CC=C(C=C1)Cl)=O)=O.O=C1CC(CN1)C(=O)NCCCC1=CC=C(C=C1)NC1=CC=C(C=C1)C(C)(C)CC 5-Oxo-N-(3-(4-((4-(tert-amyl)phenyl)amino)phenyl)propyl)pyrrolidine-3-carboxamide Ethyl-2-(4-benzyl-1-(4-chlorophenyl)-2,5-dioxo-2,5-dihydro-1H-pyrrol-3-yl)acetate